4-(isopropyl)aniline C(C)(C)C1=CC=C(N)C=C1